FC(C1=NN=C(S1)C1=NC=C2N1C=C(C=C2N2CCC(CC2)(C)O)S(=O)(=O)NC2(COC2)CF)F 3-(5-(difluoromethyl)-1,3,4-thiadiazol-2-yl)-N-(3-(fluoromethyl)oxetan-3-yl)-8-(4-hydroxy-4-methylpiperidin-1-yl)imidazo[1,5-a]pyridine-6-sulfonamide